NC=1C(=NC(=C(N1)N)Cl)C(=O)NC(NCCCCC1=CC=C(C=C1)C1=CC=C(C=C1)CCC(=O)N[C@H](C(=O)OC)CC1=CC=NC=C1)=N methyl (S)-2-(3-(4'-(4-(3-(3,5-diamino-6-chloropyrazine-2-carbonyl) guanidino)butyl)-[1,1'-biphenyl]-4-yl)propanamido)-3-(pyridin-4-yl)propanoate